Methyl 3-ethyl-1-(imidazo[1,2-a]pyrazin-3-ylmethyl)indoline-6-carboxylate C(C)C1CN(C2=CC(=CC=C12)C(=O)OC)CC1=CN=C2N1C=CN=C2